C1=CC=CC=2C3=CC=CC=C3C(C12)COC(=O)[C@@](N)(CCCNC(NS(=O)(=O)C=1C(=C(C2=C(CC(O2)(C)C)C1C)C)C)=N)C(=O)O 2-(((9H-fluoren-9-yl)methoxy)carbonyl)-Nω-((2,2,4,6,7-pentamethyl-2,3-dihydrobenzofuran-5-yl)sulfonyl)-D-arginine